N[C@H](C(=O)N1CC2=C(N=C(N=C2OC2=C(C=C(C#N)C=C2C)C)NC2=CC=C(C=C2)C#N)CC1)CC(C)C (S)-4-((6-(2-amino-4-methylpentanoyl)-2-((4-cyanophenyl)amino)-5,6,7,8-tetrahydropyrido[4,3-d]pyrimidin-4-yl)oxy)-3,5-dimethylbenzonitrile